N-(5-(4-(4-aminoimidazo[2,1-f][1,2,4]triazin-7-yl)-1H-pyrazol-1-yl)-6-methylpyridin-3-yl)-4-((4-methylpiperazin-1-yl)methyl)-3-(trifluoromethyl)benzamide NC1=NC=NN2C1=NC=C2C=2C=NN(C2)C=2C=C(C=NC2C)NC(C2=CC(=C(C=C2)CN2CCN(CC2)C)C(F)(F)F)=O